N-((7R)-2-cyano-2-azabicyclo[2.2.1]heptan-7-yl)-5-(3-(phenylthio)pyridin-4-yl)thiazole-2-carboxamide C(#N)N1C2CCC(C1)[C@H]2NC(=O)C=2SC(=CN2)C2=C(C=NC=C2)SC2=CC=CC=C2